COC(=O)C=1N(C(N(C1)C1=NC(=NC=C1)C)=O)C 3-methyl-1-(2-methylpyrimidin-4-yl)-2-oxo-2,3-dihydro-1H-imidazole-4-carboxylic acid methyl ester